CN1C2=C(C=C1C(=O)NC=1C=C(C=CC1)COC1=CC=C(OC3C[C@@H]4CC[C@H](C3)N4C(=O)OC(C)(C)C)C=C1)SC=C2 tert-butyl (1S,5R)-3-[4-[[3-[(4-methylthieno[3,2-b]pyrrole-5-carbonyl)amino]phenyl]methoxy]phenoxy]-8-azabicyclo[3.2.1]octane-8-carboxylate